BrC1=NC=C(C=C1)[C@H](C(F)(F)F)C 2-bromo-5-[(2R)-1,1,1-trifluoropropan-2-yl]pyridine